2-bromo-7-(pent-4-en-1-yl)-6,7-dihydro-5H-Cyclopent[b]pyridin-7-ol BrC1=CC=C2C(=N1)C(CC2)(O)CCCC=C